tert-butyl (3-(N-((1,2,3,5,6,7-hexahydro-s-indacen-4-yl)carbamoyl)sulfamoyl)phenyl)carbamate C1CCC2=C(C=3CCCC3C=C12)NC(=O)NS(=O)(=O)C=1C=C(C=CC1)NC(OC(C)(C)C)=O